C(#N)C=1C(C([C@@H]2CC[C@]3([C@@]4(CC[C@]5(CCC(C[C@H]5[C@H]4C(C[C@@H]3[C@]2(C1)C)=O)(C)C)NC(OC)=O)C)C)(C)C)=O methyl (4aS,6aR,6bR,8aR,12aR,12bR,14aR,14bS)-11-cyano-2,2,6a,6b,9,9,12a-heptamethyl-10,14-dioxo-1,2,3,4,4a,5,6,6a,6b,7,8,8a,9,10,12a,12b,13,14,14a,14b-icosahydropicen-4a-ylcarbamate